FC(C1=CC2=C(SC(=C2)C(N[C@H]2CCC[C@@H]3N(C2=O)[C@@H](CC3)C(=O)N3CCN(C2=CC=CC=C32)C)=O)C=C1)P(O)(O)=O (fluoro(2-(((3S,6S,9aS)-3-(4-methyl-1,2,3,4-tetrahydro-quinoxaline-1-carbonyl)-5-oxooctahydro-1H-pyrrolo[1,2-a]azepin-6-yl)carbamoyl)benzo[b]thiophen-5-yl)methyl)phosphonic acid